benzyl ((((benzyloxy)carbonyl)amino) (1-methyl-1,2-dihydro-3H-pyrrolo[2,3-c]isoquinolin-3-yl)methylene)carbamate C(C1=CC=CC=C1)OC(=O)NC(N1CC(C2=C1N=CC=1C=CC=CC21)C)=NC(OCC2=CC=CC=C2)=O